N-(2-amino-3-fluoro-4-((4-aminobenzyl)amino)phenyl)decanamide NC1=C(C=CC(=C1F)NCC1=CC=C(C=C1)N)NC(CCCCCCCCC)=O